CC1=C2C(=CC(=NC2=C(C=C1)C)C=1OC2=C(C1NC)C=CC=C2)C(=O)O 5,8-dimethyl-2-[3-(methylamino)-1-benzofuran-2-yl]quinoline-4-carboxylic acid